C1(C=CC2=CC=CC=C12)[Si](C)(C)C(O)(C1=CC=CC=C1)C1=CC=C(C=C1)C indenyl-[(p-tolyl)(phenyl)hydroxymethyl]-dimethylsilane